5-((3'-cyano-[1,1'-biphenyl]-4-yl)oxy)-1H-1,2,3-triazole-4-carboxylic acid C(#N)C=1C=C(C=CC1)C1=CC=C(C=C1)OC1=C(N=NN1)C(=O)O